CC1=C(C(=NN1C=1C(=NC=CC1)C)OCCCO)[N+](=O)[O-] 3-((5-methyl-1-(2-methylpyridin-3-yl)-4-nitro-1H-pyrazol-3-yl)oxy)propan-1-ol